C(C)N1C2=CC=C(C=C2C=2C=CC=C(C12)C(C(C)N1CCOCC1)=O)C(C1=C(C=CC=C1)C)=O 1-[9-ethyl-6-(2-methylbenzoyl)-9H-carbazolyl]-2-morpholinopropane-1-one